pyrrolo[2,3-d]thiazole-5-carboxylate S1CN=C2C1=CC(=N2)C(=O)[O-]